tert-butyl (R or S)-2-(4-(2,4-dimethoxybenzyl)-2-(2-isopropylphenyl)piperazin-1-yl)-7-azaspiro[3.5]nonane-7-carboxylate COC1=C(CN2C[C@H](N(CC2)C2CC3(C2)CCN(CC3)C(=O)OC(C)(C)C)C3=C(C=CC=C3)C(C)C)C=CC(=C1)OC |o1:7|